COC1=C(C(=O)O)C=C(C=C1)B1OC(C(O1)(C)C)(C)C 2-methoxy-5-(4,4,5,5-tetramethyl-1,3,2-dioxaborolan-2-yl)benzoic acid